FC1=C(C=C(C=C1)[N+](=O)[O-])CN(C(OC(C)(C)C)=O)C=1C=NC=C(C1)C1=NC=CC=N1 tert-butyl [(2-fluoro-5-nitrophenyl)methyl][5-(pyrimidin-2-yl)pyridin-3-yl]carbamate